FC1=C(C=C2C=NN(C2=C1)C1=CC(=CC=C1)C(F)(F)F)C=O 6-fluoro-1-(3-(trifluoromethyl)phenyl)-1H-indazole-5-carbaldehyde